C(C)(=O)O[C@@H]1[C@@H](O[C@@H]([C@H]([C@@H]1OC(C)=O)OC(C)=O)OC(C)=O)CF [(2R,3S,4R,5S,6R)-4,5,6-triacetoxy-2-(fluoromethyl)tetrahydropyran-3-yl] acetate